COC1=C(C=CC(=C1)N1CCC(CC1)N1CCN(CC1)C)NC1=CC(=NC=N1)N1OCC[C@@H]1C=1C=CC(N(C1)C)=O (R)-5-(2-(6-((2-methoxy-4-(4-(4-methylpiperazin-1-yl)piperidin-1-yl)phenyl)amino)pyrimidin-4-yl)isoxazolidin-3-yl)-1-methylpyridin-2(1H)-one